4-methyl-5-[3-methyl-7-[[6-(morpholine-4-carbonyl)pyridazin-3-yl]amino]imidazo[4,5-b]pyridin-5-yl]oxy-pyridine-2-carbonitrile CC1=CC(=NC=C1OC1=CC(=C2C(=N1)N(C=N2)C)NC=2N=NC(=CC2)C(=O)N2CCOCC2)C#N